C(C)(C)(C)OC(=O)NCC1=CC(=C(C=C1)C1=CC=C(C=C1)Cl)[C@H](C1CCN(CC1)C1=CC=C(C(=O)O)C=C1)O (S)-4-(4-((4-(((tert-butoxycarbonyl)amino)methyl)-4'-chloro-[1,1'-biphenyl]-2-yl)(hydroxy)methyl)piperidin-1-yl)benzoic acid